C1-butylpyridine C(CCC)C1=NC=CC=C1